O1COCC2=C1C=CC(=C2)C(N2CCN(CC2)C(=O)N2N=NC1=C2C=C(C=C1)F)C1=CC2=C(OCOC2)C=C1 (4-(bis(4H-benzo[d][1,3]dioxin-6-yl)methyl)piperazin-1-yl)(6-fluoro-1H-benzo[d][1,2,3]triazol-1-yl)methanone